FC=1C=C(C=C2C=CC(=NC12)C1(CCOCC1)O)CN1C[C@H]([C@@H](C1)COC)OC=1C=C2CN(C(C2=CC1)=O)[C@@H]1C(NC(CC1)=O)=O (3S)-3-(5-{[(3S,4S)-1-{[8-fluoro-2-(4-hydroxyoxan-4-yl)quinolin-6-yl]methyl}-4-(methoxymethyl)pyrrolidin-3-yl]oxy}-1-oxo-2,3-dihydro-1H-isoindol-2-yl)piperidine-2,6-dione